ClC1=C(C(=CC=C1Cl)O)[C@@H]1CC(N(C1)CC1(CNC1)CO)=O (S)-4-(2,3-dichloro-6-hydroxyphenyl)-1-((3-(hydroxymethyl)azetidin-3-yl)methyl)pyrrolidin-2-one